bis(2-isocyanatoethyl)-4-cyclohexene N(=C=O)CCC1=C(CCCC1)CCN=C=O